N1(CCNCC1)C1=CC2=C(N=C(S2)CNC(=O)C2(CC3=CC=CC=C3C2)CC(=O)O)C=C1 2-[2-[(6-piperazin-1-yl-1,3-benzothiazol-2-yl)methylcarbamoyl]indan-2-yl]acetic acid